ClC1=NC=C(C(=C1)C1=CC(=C(CNC(OC(C)(C)C)=O)C=C1)C)Cl tert-butyl (4-(2,5-dichloropyridin-4-yl)-2-methylbenzyl)carbamate